FC1=C(C=C(C(=C1)[N+](=O)[O-])F)OC 1,4-difluoro-2-methoxy-5-nitrobenzene